C(CCC)OC1=CC=C(C=C1)S(=O)(=O)C=1C=NC2=CC=C(C=C2C1N1CCSCC1)OC(F)(F)F 4-(3-((4-butoxyphenyl)sulfonyl)-6-(trifluoromethoxy)quinolin-4-yl)thiomorpholine